N1=C(C=CC2=CC=CN=C12)CCCCC1CN(C1)[C@@H](CC(=O)OCC)C=1C=NC(=NC1)C (S)-Ethyl 3-(3-(4-(1,8-naphthyridin-2-yl)butyl)azetidin-1-yl)-3-(2-methylpyrimidin-5-yl)propanoate